(S)-N-(1-(4-(cyclopropanesulphonylamino)pyridin-2-yl)-3-(dimethylamino)propyl)-5-(6-ethoxypyrazin-2-yl)thiazole-2-carboxamide C1(CC1)S(=O)(=O)NC1=CC(=NC=C1)[C@H](CCN(C)C)NC(=O)C=1SC(=CN1)C1=NC(=CN=C1)OCC